1-(3-isopropyl-4-methyl-1-phenyl-1H-pyrazol-5-yl)-3-((3s,4r)-1-(2-methoxyethyl)-4-phenylpyrrolidin-3-yl)urea C(C)(C)C1=NN(C(=C1C)NC(=O)N[C@@H]1CN(C[C@H]1C1=CC=CC=C1)CCOC)C1=CC=CC=C1